[C@@H]12OC[C@@H](N(C1)C(CC)=O)C2 1-[(1S,4S)-2-oxa-5-azabicyclo[2.2.1]heptan-5-yl]propan-1-one